N1C=C(C=2C1=NC=CC2)CCOC=2C1=C(N=C(N2)Cl)SC=N1 7-(2-(1H-pyrrolo[2,3-b]pyridin-3-yl)ethoxy)-5-chlorothiazolo[5,4-d]pyrimidine